C(CCCCCCC\C=C/C\C=C/CCCCC)(=O)OCC(COC(CC1C2CC3CC(CC1C3)C2)=O)COC(=O)OCCCN(CC)CC 3-(2-((1r,3r)-adamantan-2-yl)acetoxy)-2-((((3-(diethylamino)propoxy)carbonyl)oxy)methyl)propyl (9Z,12Z)-octadeca-9,12-dienoate